COC(=O)C1=C(SC=2C1=NC=CC2C(F)(F)F)N2CC(CC2)NC(=O)OC(C)(C)C [3-(tert-Butoxycarbonylamino)pyrrolidin-1-yl]-7-(trifluoromethyl)thieno[3,2-b]pyridine-3-carboxylic acid methyl ester